3-((2S)-2-hydroxy-3-(8-(3-(6-methylpyridin-3-yl)phenylsulfonyl)-1-oxa-8-azaspiro[4.5]decan-3-ylamino)propoxy)-N-methylbenzenesulfonamide O[C@H](COC=1C=C(C=CC1)S(=O)(=O)NC)CNC1COC2(C1)CCN(CC2)S(=O)(=O)C2=CC(=CC=C2)C=2C=NC(=CC2)C